3-(benzenesulfinyl)-N-hydroxy-5-(trifluoromethyl)pyridine-2-carboxamidine C1(=CC=CC=C1)S(=O)C=1C(=NC=C(C1)C(F)(F)F)C(=N)NO